i-Amyl Propionate C(CC)(=O)OCCC(C)C